CC1=NN(C(=C1)C)C=1C=CC(N(N1)C1CCN(CC1)C1=NC2=CC=CC=C2C=C1)=O 6-(3,5-dimethylpyrazol-1-yl)-2-(1-quinolin-2-ylpiperidin-4-yl)pyridazin-3-one